FC1(CC(C1)COC1=CC=C2C=C(C(=C(C2=C1)F)N1CC(NS1(=O)=O)=O)O)F 5-{7-[(3,3-difluorocyclobutyl)methoxy]-1-fluoro-3-hydroxynaphthalen-2-yl}-1λ6,2,5-thiadiazolidine-1,1,3-trione